4-((Z)-1-(6-(((R)-1-((E)-4-(Dimethylamino)-4-oxobut-2-en-1-yl)piperidin-3-yl)oxy)pyridin-3-yl)-4,4,4-trifluoro-1-(3-fluoro-1H-indazol-5-yl)but-1-en-2-yl)-N-methylbenzamide CN(C(/C=C/CN1C[C@@H](CCC1)OC1=CC=C(C=N1)\C(=C(\CC(F)(F)F)/C1=CC=C(C(=O)NC)C=C1)\C=1C=C2C(=NNC2=CC1)F)=O)C